P(OC1=CC=CC=C1)(OC1=CC=CC=C1)[O-].P(OC1=CC=CC=C1)(OC1=CC=CC=C1)[O-] tetraphenyl bisphosphite